BrC=1C=CC(=C2CCC12)CN (5-bromobicyclo[4.2.0]octa-1,3,5-trien-2-yl)methylamine